2,4,6-Trimercaptomethyl-1,3,5-trithian SCC1SC(SC(S1)CS)CS